(3-{[2-(4-Bromophenyl)imidazo[1,2-a]pyridin-3-yl]-methyl}-3,8-diazabicyclo[3.2.1]oct-8-yl)(3-chloro-6-methoxypyridin-2-yl)methanon BrC1=CC=C(C=C1)C=1N=C2N(C=CC=C2)C1CN1CC2CCC(C1)N2C(=O)C2=NC(=CC=C2Cl)OC